NC=1C2=C(N=CN1)N(C(=C2C2=CC=C(C=C2)OC2=NSC=C2)C#CC2CN(C2)[C@H]2[C@H](CN(CC2)C(C=C)=O)O)C 1-((3S,4R)-4-(3-((4-amino-5-(4-(isothiazol-3-yloxy)phenyl)-7-methyl-7H-pyrrolo[2,3-d]pyrimidin-6-yl)ethynyl)azetidin-1-yl)-3-hydroxypiperidin-1-yl)prop-2-en-1-one